C(C)(C)[Si](C(C)C)(C(C)C)C#CC1=C2C=NNC2=CC=C1C(=O)N 4-((triisopropylsilyl)ethynyl)-1H-indazole-5-carboxamide